4-pentanoylphenol C(CCCC)(=O)C1=CC=C(C=C1)O